C(C1=CC=CC=C1)O[C@@H]1[C@@H](CO[C@@H]([C@@H]1OCC1=CC=CC=C1)COCC1=CC=CC=C1)NC(OCC1=CC=CC=C1)=O benzyl ((3R,4R,5R,6R)-4,5-bis(benzyloxy)-6-((benzyloxy)methyl)tetrahydro-2H-pyran-3-yl)carbamate